C1(=CC=CC=C1)N1N=C(CCC1=O)C1=CSC=C1 2-phenyl-6-(thiophen-3-yl)-4,5-dihydropyridazin-3(2H)-one